(R)-1-(dimethylamino)propan CN(CCC)C